N-(2-(2-oxoimidazolin-1-yl)ethyl)methacrylamide O=C1N(CCN1)CCNC(C(=C)C)=O